C(C)(C)(C)OC(=O)N1CCC(CC1)(CC(=O)OC)O.NCCOP(=O)(O)O.C(CCC)N butylamine 2-aminoethyl-phosphate tert-butyl-4-hydroxy-4-(2-methoxy-2-oxo-ethyl)piperidine-1-carboxylate